toluene-4-sulfonic acid-2-(2'-fluoro-4-propyl-[1,1':4',1'']terphenyl-4''-yloxy)-ethyl ester FC1=C(C=CC(=C1)C1=CC=C(C=C1)OCCOS(=O)(=O)C1=CC=C(C)C=C1)C1=CC=C(C=C1)CCC